3-bromo-5-chloro-2-(trifluoromethyl)pyridine BrC=1C(=NC=C(C1)Cl)C(F)(F)F